[Si](C1=CC=CC=C1)(C1=CC=CC=C1)(C(C)(C)C)OCC=1C(=NC(=NC1)S(=O)(=O)C)OCC1=CC=C(C=C1)OC 5-(((tert-butyldiphenylsilyl)oxy)methyl)-4-((4-methoxybenzyl)oxy)-2-(methylsulfonyl)pyrimidine